tris(2,6-dimethylphenyl) phosphite P(OC1=C(C=CC=C1C)C)(OC1=C(C=CC=C1C)C)OC1=C(C=CC=C1C)C